5-acetyl-N-[4-[(6,7-dimethoxy-1,5-naphthyridin-4-yl)oxy]-3-fluorophenyl]-1-(4-fluorophenyl)-4-methyl-2-oxopyridine-3-carboxamide C(C)(=O)C=1C(=C(C(N(C1)C1=CC=C(C=C1)F)=O)C(=O)NC1=CC(=C(C=C1)OC1=CC=NC2=CC(=C(N=C12)OC)OC)F)C